FC1=NC(=C2N=CN(C2=N1)C1OCCCC1)NCC1=CC(=C(C=C1)O)OC 2-fluoro-6-[(4-hydroxy-3-methoxybenzyl)amino]-9-(tetrahydro-2H-pyran-2-yl)-9H-purine